(5-(3,4-difluorophenoxy)-2-(1,3,4-oxadiazol-2-yl)phenyl)-1-methyl-5-oxopyrrolidine-2-carboxamide FC=1C=C(OC=2C=CC(=C(C2)C2(N(C(CC2)=O)C)C(=O)N)C=2OC=NN2)C=CC1F